methyl 6-((3-(4-fluoro phenyl)-5-methylisoxazol-4-yl)methoxy)-2-methoxynicotinate FC1=CC=C(C=C1)C1=NOC(=C1COC1=NC(=C(C(=O)OC)C=C1)OC)C